CC(=CCO)CCO 3-methyl-2-pentene-1,5-diol